C1CCC2=C(C=3CCCC3C=C12)NC=1OC(CN1)(C(=O)O)C=1C=NC=CC1 2-((1,2,3,5,6,7-hexahydro-s-indacen-4-yl)amino)-5-(pyridin-3-yl)-4,5-Dihydrooxazole-5-carboxylic acid